FC(C1CN(CCN1)CC(=O)O)(F)F 2-(3-(trifluoromethyl)piperazin-1-yl)acetic acid